NC=1C2=C(C=NC1)N(C(N2C)=O)C 7-Amino-1,3-dimethyl-1,3-dihydro-2H-imidazo[4,5-c]pyridin-2-one